triazine sodium benzenesulfonate C1(=CC=CC=C1)S(=O)(=O)[O-].[Na+].N1=NN=CC=C1